FC(C(=O)[O-])C(=O)[O-] Monofluoromalonate